BrC1=C(C=C(C(=C1)OCCCCCCCCCCCC)Br)OCCCCCCCCCCCC 2,5-dibromo-1,4-didodecyloxybenzene